OC=1C=CC=C2C=CC=NC12.OC=1C=CC=C2C=CC=NC12.[Cu] copper bis(8-hydroxyquinoline)